C(#N)C(C)C1=CC2=C(N(C=N2)C2=CC(=C(C(=O)NCC(F)(F)F)C(=C2)OC)OC)C=C1 4-[5-(1-cyanoethyl)benzimidazol-1-yl]-2,6-dimethoxy-N-(2,2,2-trifluoroethyl)benzamide